OC1(NC(C2=CC=CC=C12)=O)C1=CC=C(C=C1)OC 3-Hydroxy-3-(4-methoxyphenyl)isoindolin-1-one